N[C@H](C)CC1=CC=CC=C1 R-amphetamine